CNC1=NC(=NC=C1C(F)(F)F)N[C@H]1CN(CC1)C(=O)C1=CC=C(C=C1)NC(C=C)=O (R)-N-(4-(3-((4-(methylamino)-5-(trifluoromethyl)pyrimidin-2-yl)amino)pyrrolidine-1-carbonyl)phenyl)acrylamide